5-(benzenesulfonyl)isophthalic acid C1(=CC=CC=C1)S(=O)(=O)C=1C=C(C=C(C(=O)O)C1)C(=O)O